[N+](=O)([O-])C1=CC=C(C=C1)NC(=S)N1C2CN(C(C1)C2)C2=NC(=CC=C2)C(F)(F)F N-(4-nitrophenyl)-5-(6-(trifluoromethyl)pyridin-2-yl)-2,5-diazabicyclo[2.2.1]heptane-2-thiocarboxamide